trans-N-(4-((5-chloro-4-(4'-fluoro-[1,1'-biphenyl]-3-yl)pyrimidin-2-yl)amino)cyclohexyl)-1'-(4-nitrophenyl)-[1,4'-bipiperidine]-4-carboxamide ClC=1C(=NC(=NC1)N[C@@H]1CC[C@H](CC1)NC(=O)C1CCN(CC1)C1CCN(CC1)C1=CC=C(C=C1)[N+](=O)[O-])C=1C=C(C=CC1)C1=CC=C(C=C1)F